C1(CCC1)NC(C[C@H](CCO)NC(=O)C1=NN(C(=C1)C1=C(C=CC=C1)C(F)(F)F)C1CCCC1)=O (S)-N-(1-(cyclobutylamino)-5-hydroxy-1-oxopent-3-yl)-1-cyclopentyl-5-(2-(trifluoromethyl)phenyl)-1H-pyrazole-3-carboxamide